N-(5-(benzo[b]thiophen-2-yl)-4-((4-methoxy-6-(methylsulfonyl)pyridin-2-yl)amino)pyridin-2-yl)acetamide S1C2=C(C=C1C=1C(=CC(=NC1)NC(C)=O)NC1=NC(=CC(=C1)OC)S(=O)(=O)C)C=CC=C2